C(C)(C)(C)OC(=O)N1C=C(C=2C1=NC=CC2)C=2CN(C[C@@H](C2)C)CC2=CC=CC=C2 |r| (±)-3-(1-benzyl-5-methyl-1,2,5,6-tetrahydropyridin-3-yl)-1H-pyrrolo[2,3-b]Pyridine-1-carboxylic acid tert-butyl ester